3-bromo-5-methoxy-7-methyl-1H-indole-4-carbaldehyde BrC1=CNC=2C(=CC(=C(C12)C=O)OC)C